(1S,2R,3S,4R)-4-(2-(5-fluoropyridin-3-yl)-6-((pyridin-2-ylmethyl)amino)-9H-purin-9-yl)-2,3-dihydroxyl-N-methyl-cyclopentaneformamide FC=1C=C(C=NC1)C1=NC(=C2N=CN(C2=N1)[C@H]1[C@@H]([C@@H]([C@H](C1)C(=O)NC)O)O)NCC1=NC=CC=C1